CC(C)NNC(C)C 1,2-bis(1-methylethyl)hydrazine